C1(=CC=CC=C1)C1(C2=CC=CC=C2C=2C=C(C=CC12)B(O)O)C1=CC=CC=C1 (9,9-diphenyl-9H-fluoren-3-yl)boronic acid